2-CYCLOPENTYLIDENEACETIC ACID C1(CCCC1)=CC(=O)O